Cerium oxide aluminum [Al+3].[O-2].[Ce+3].[O-2].[O-2]